methyl 4-butyl-1-(2,4-difluorophenyl)-3-(4-fluorophenyl)-5-methyl-4,5-dihydro-1H-pyrazole-5-carboxylate C(CCC)C1C(=NN(C1(C(=O)OC)C)C1=C(C=C(C=C1)F)F)C1=CC=C(C=C1)F